Cl.FC1=C(C=CC(=C1)N1CCOCC1)NC1=NC=2C3=C(C=CC2C=N1)N=NN3C(C)C N-(2-Fluoro-4-morpholinophenyl)-1-iso-propyl-1H-[1,2,3]triazolo[4,5-h]quinazolin-8-amine hydrochloride